C(C)OP(OCC)(=O)CC(NC=1C=C2C(=NC=NC2=CC1O[C@@H]1COCC1)NC1=CC(=C(C=C1)F)Cl)=O {[4-(3-Chloro-4-fluoro-phenylamino)-7-((S)-tetrahydrofuran-3-yloxy)-quinazolin-6-ylcarbamoyl]-methyl}-phosphonic acid diethyl ester